CN1C=NC=2C(N(C=3C=C(C=CC3C21)C(F)(F)F)C=2C(=NC=CC2)C(F)(F)F)=O 1-methyl-7-(trifluoromethyl)-5-(2-trifluoromethylpyridin-3-yl)-1,5-dihydro-4H-imidazo[4,5-c]quinolin-4-one